COC1=CC=C(C2=CC=CC=C12)C1=C(C=NN1)C1=CC(=C(C(=C1)OC)OC)OC 5-(4-methoxynaphthalene-1-yl)-4-(3,4,5-trimethoxyphenyl)-1H-pyrazole